P(=O)(OC=CC)(OC=CC)OC=CC tripropenyl phosphate